C1(CC1)C=1C=C(C=C2C(=NNC12)N1C(C2=CC=CC=C2C1=O)=O)C 2-(7-cyclopropyl-5-methyl-1H-indazol-3-yl)isoindoline-1,3-dione